C(C)(C)N(P(OCCC#N)OCC1=CC=C(C=C1)C=CP(=O)(OC)OC)C(C)C (E)-2-cyanoethyl (4-(2-(dimethoxyphosphoryl) vinyl) benzyl) diisopropylphosphoramidite